4-((2S,4S)-4-Cyclobutoxy-1-((5-methoxy-7-methyl-1H-indol-4-yl)methyl)piperidin-2-yl)benzoic acid C1(CCC1)O[C@@H]1C[C@H](N(CC1)CC1=C2C=CNC2=C(C=C1OC)C)C1=CC=C(C(=O)O)C=C1